[Si](C)(C)(C(C)(C)C)OC=1C(=NC=CC1)N 3-(tert-butyl-dimethylsilyloxy)pyridin-2-amine